C(C)[C@H]1N(C[C@@H](N(C1)C=1C=2C(N(C(C1)=O)C)=CN(N2)C2OCCCC2)CC)C(C)C2=C(C#N)C=C(C=C2)F 2-(1-((2r,5s)-2,5-diethyl-4-(4-methyl-5-oxo-2-(tetrahydro-2H-pyran-2-yl)-4,5-dihydro-2H-pyrazolo[4,3-b]pyridin-7-yl)piperazin-1-yl)ethyl)-5-fluorobenzonitrile